NC1=NC2=CC=C(C=C2C(=C1)C(=O)OC)C(N(CC1=NC=C(C=C1)C(F)(F)F)C(C)C1=NC=CC=N1)=O methyl 2-amino-6-((1-(pyrimidin-2-yl)ethyl)((5-(trifluoromethyl)pyridin-2-yl)methyl)carbamoyl)quinoline-4-carboxylate